2-allyl-5-chlorobenzoic acid C(C=C)C1=C(C(=O)O)C=C(C=C1)Cl